OC(=O)C(F)(F)F.O=C1COC2(CN(C2)C2(C(NC(NC2=O)=O)=O)C2=CC=C(C=C2)OC2=CC=C(C=C2)OC(F)(F)F)C1 5-(7-oxo-5-oxa-2-azaspiro[3.4]octan-2-yl)-5-[4-[4-(trifluoromethoxy)phenoxy]phenyl]hexahydropyrimidine-2,4,6-trione TFA salt